C(C)(C)(C)OC(NCC(C)(C)N)=O (2-amino-2-methylpropyl)carbamic acid tert-butyl ester